N1CCC(CC1)C1=CC=C(C=C1)NC=1N=CN=NC1C(=O)N 5-((4-(piperidin-4-yl)phenyl)amino)-1,2,4-triazine-6-carboxamide